N-((9-β-D-ribofuranosyl-purin-6-yl)N-methylcarbamoyl)threonine tert-butyl-(1-(4-(benzyloxy)-5-bromo-6-(4-cyano-3-fluorophenyl)pyridin-2-yl)piperidin-4-yl)carbamate C(C)(C)(C)N(C(=O)O[C@@H]([C@H](NC(N(C)C1=C2N=CN(C2=NC=N1)[C@H]1[C@H](O)[C@H](O)[C@H](O1)CO)=O)C(=O)O)C)C1CCN(CC1)C1=NC(=C(C(=C1)OCC1=CC=CC=C1)Br)C1=CC(=C(C=C1)C#N)F